C[Si](C)(C)C#CC1=CC=C(C=C1)C#C[Si](C)(C)C 1,4-bis(trimethylsilylethynyl)-benzene